2,2-bis[4-(glycidoxy)phenyl]propane C(C1CO1)OC1=CC=C(C=C1)C(C)(C)C1=CC=C(C=C1)OCC1CO1